C(C)N(CC(=O)N(C(C)C)C(C)C)CC 2-(diethylamino)-N,N-diisopropylacetamide